C(=O)(O)CN(C1=CC(=CC(=N1)C(=O)O)C1=CC=C(C=C1)OC1=CC=C(C=C1)F)C1=CC=CC=C1 6-((carboxymethyl)(phenyl)amino)-4-(4-(4-fluorophenoxy)phenyl)picolinic acid